O=C(CNC(=O)C1=NNC(=C1)C1=C(C=CC=C1)O)N1CCC(CC1)OC1=CC(=CC=C1)C(F)(F)F 5-(2-Hydroxy-phenyl)-1H-pyrazole-3-carboxylic acid {2-oxo-2-[4-(3-trifluoromethyl-phenoxy)-piperidin-1-yl]-ethyl}-amide